3-((2'-chloro-4-hydroxy-4'-(trifluoromethyl)-[1,1'-biphenyl]-3-yl)(4-(2,3-dichlorophenyl)piperazin-1-yl)methyl)-N-cyclopentyl-benzamide ClC1=C(C=CC(=C1)C(F)(F)F)C1=CC(=C(C=C1)O)C(C=1C=C(C(=O)NC2CCCC2)C=CC1)N1CCN(CC1)C1=C(C(=CC=C1)Cl)Cl